5-CYANO-2-(TRIFLUOROMETHYL)PHENYLBORONIC ACID C(#N)C=1C=CC(=C(C1)B(O)O)C(F)(F)F